N-[(6-Amino-2-pyridyl)sulfonyl]-5-[4-(trifluoromethyl)phenyl]-2-(2,2,4-trimethylpyrrolidin-1-yl)pyridin-3-carboxamid NC1=CC=CC(=N1)S(=O)(=O)NC(=O)C=1C(=NC=C(C1)C1=CC=C(C=C1)C(F)(F)F)N1C(CC(C1)C)(C)C